C(C)N(C(=O)C1=C(OC2=C(N=C(N=N2)NC)N2CC3(CN(C3)[C@H](CCCNC(OC(C)(C)C)=O)C(C)C)CC2)C=CC(=C1)F)C(C)C tert-butyl (R)-(4-(6-(6-(2-(ethyl(isopropyl)carbamoyl)-4-fluorophenoxy)-3-(methylamino)-1,2,4-triazin-5-yl)-2,6-diazaspiro[3.4]octan-2-yl)-5-methylhexyl)carbamate